ClC[C@H]1[C@@H](C1)C(=O)O TRANS-2-CHLOROMETHYL-1-CYCLOPROPANECARBOXYLIC ACID